C(C1=CC=CC=C1)(=O)NCCCC(=O)O N-Benzoyl-γ-Aminobutyric Acid